F[B-](F)(F)F.[Pd+2].C(C)#N.F[B-](F)(F)F (acetonitrile) palladium (II) tetrafluoroborate